[Cd].[Zn].[Pb] lead-zinc-cadmium